(S)-2-(1-Acryloylpiperidin-2-yl)-1-amino-4-(4-(pyridazin-3-ylcarbamoyl)phenyl)-1H-imidazol-5-carboxamid C(C=C)(=O)N1[C@@H](CCCC1)C=1N(C(=C(N1)C1=CC=C(C=C1)C(NC=1N=NC=CC1)=O)C(=O)N)N